CN(C(=O)OC(=O)N1CCCC1)C (dimethylcarbamoyl)pyrrolidine-1-carboxylate